N-[4,6-bis(o-tolyl)-5-(1,1,2,2,2-pentafluoroethyl)pyrimidin-2-yl]-1-methyl-pyrazole-4-sulfonamide C1(=C(C=CC=C1)C1=NC(=NC(=C1C(C(F)(F)F)(F)F)C1=C(C=CC=C1)C)NS(=O)(=O)C=1C=NN(C1)C)C